Cl.C(C)C1=C(C(=O)N)C=CC=C1 2-ethylbenzamide hydrochloride